methyl 2-amino-4-cyanobenzoate NC1=C(C(=O)OC)C=CC(=C1)C#N